Bis(2-ethylbutyl) 9,9'-((4-((2-(4-(2-((5-(bis(2-hydroxy-7-isopropoxy-7-oxoheptyl)amino)-pentanoyl)oxy)ethyl)piperazin-1-yl)ethyl)disulfaneyl)butyl)azanediyl)bis(8-hydroxynonanoate) OC(CN(CCCCC(=O)OCCN1CCN(CC1)CCSSCCCCN(CC(CCCCCCC(=O)OCC(CC)CC)O)CC(CCCCCCC(=O)OCC(CC)CC)O)CC(CCCCC(OC(C)C)=O)O)CCCCC(=O)OC(C)C